2-(4-bromophenyl)naphtho[2,3-b]thiophene BrC1=CC=C(C=C1)C1=CC2=C(S1)C=C1C=CC=CC1=C2